3-methyl-3-oxetanyl-acrylate CC(=CC(=O)[O-])C1OCC1